BrC1=CC=C(C(=C1NC)OC1=C(C=CC=C1)C(F)F)F 6-bromo-2-(2-(difluoromethyl)phenoxy)-3-fluoro-N-methylaniline